[Na+].C1=C(C=CC=2C(C3=CC(=CC=C3C(C12)=O)S(=O)(=O)[O-])=O)S(=O)(=O)[O-].[Na+] 6-anthraquinonedisulfonic acid, sodium salt